N1-(3-(trimethoxysilyl)-propyl)diethylenetriamine CO[Si](CCCNCCNCCN)(OC)OC